ClC1=CNC2=NC=C(C=C21)C(=O)NCCC2=CC=C(C=C2)N2CCNCC2 3-chloro-N-(4-(piperazin-1-yl)phenethyl)-1H-pyrrolo[2,3-b]pyridine-5-carboxamide